trifluoromethanesulfonic acid (R)-5-fluoro-2-(1-tritylazacyclopropane-2-carbonyl)-1,2-dihydroisoquinolin-4-yl ester FC1=C2C(=CN(CC2=CC=C1)C(=O)C1[N@@](C1)C(C1=CC=CC=C1)(C1=CC=CC=C1)C1=CC=CC=C1)OS(=O)(=O)C(F)(F)F